ClCC=1C(=NOC1C)C 4-(chloromethyl)-3,5-dimethyl-isoxazole